ClC=1C(=NC(=NC1)NC1=C(C=C(C=C1)N1CCC(CC1)N1CCN(CC1)C)OC)NC=1C=CC=C2CCN(C12)S(=O)(=O)CCC1=CC=CC=C1 5-chloro-N2-(2-methoxy-4-(4-(4-methylpiperazin-1-yl)piperidin-1-yl)phenyl)-N4-(1-(phenethylsulfonyl)indolin-7-yl)pyrimidine-2,4-diamine